5-(5-methyl-2-(2-methylazetidin-1-yl)-6-(trifluoromethyl)pyrimidin-4-yl)pyridine CC=1C(=NC(=NC1C(F)(F)F)N1C(CC1)C)C=1C=CC=NC1